tri(carboxymethyl)amine C(=O)(O)CN(CC(=O)O)CC(=O)O